FC1=C(C(=C(C(=C1F)F)F)F)C=O 2,3,4,5,6-pentafluorobenzeneFormaldehyde